CC1(C(=C(C1)C1=C(C=CC=C1)NC(C)=O)C1=CC(=CC=C1)C(F)(F)F)C N-(2-(3,3-dimethyl-2-(3-trifluoromethylphenyl)cyclobut-1-en-1-yl)phenyl)acetamide